3-(5-{[(3R)-2-oxopiperidin-3-yl]amino}[1,2,4]triazolo[1,5-c]quinazolin-2-yl)benzonitrile O=C1NCCC[C@H]1NC1=NC=2C=CC=CC2C=2N1N=C(N2)C=2C=C(C#N)C=CC2